ClC=1C=C(C(=NC1)C)N[C@@H](C)C1=CC=C(S1)C(=O)N[C@H](C(=O)NCC)CC1CCCC1 (2S)-2-({5-[(1S)-1-[(5-chloro-2-methylpyridin-3-yl)amino]ethyl]thiophen-2-yl}formamido)-3-cyclopentyl-N-ethylpropanamide